N-(4-fluorophenyl)-1H-benzo[D]imidazole-2-formamide FC1=CC=C(C=C1)NC(=O)C1=NC2=C(N1)C=CC=C2